(aminomethyl)oxane NCC1OCCCC1